N-[4-(6-amino-5-chloro-pyrimidin-4-yl)oxy-3-fluoro-phenyl]-1-(3-Fluoro-2-pyridyl)-5-(trifluoromethyl)pyrazole-4-carboxamide NC1=C(C(=NC=N1)OC1=C(C=C(C=C1)NC(=O)C=1C=NN(C1C(F)(F)F)C1=NC=CC=C1F)F)Cl